N-(2-diethylaminoethyl)methacrylamide C(C)N(CCNC(C(=C)C)=O)CC